C(C)(C)NC(O[C@H]1C[C@H](CC1)C1=NN(C(=C1)NC(CC1=CC(=C(C=C1)OCC1=CC=C(C=C1)OC)C1OCCO1)=O)C(C)(C)C)=O (1R,3S)-3-(5-(2-(3-(1,3-dioxolan-2-yl)-4-((4-methoxybenzyl)oxy) phenyl)acetamido)-1-(tert-butyl)-1H-pyrazol-3-yl)cyclopentyl isopropylcarbamate